1-(cyclopropylamino)-6-(difluoromethyl)-4-(2-fluorophenyl)-3H-pyrido[1,2-c]pyrimidin-3-one C1(CC1)NC1=NC(C(=C2N1C=CC(=C2)C(F)F)C2=C(C=CC=C2)F)=O